FC1=CC=C(C=C1)NC(=O)[C@H]1[C@@H](O[C@@H](CC1)C1=CC=C(C=C1)F)C1=CC=C(C=C1)O (2R,3R,6S)-N,6-Bis(4-fluorophenyl)tetrahydro-2-(4-hydroxyphenyl)-2H-pyran-3-carboxaMide